3-iodo-1-((2-(trimethylsilyl)ethoxy)methyl)-1H-pyrazole-4-carboxamide IC1=NN(C=C1C(=O)N)COCC[Si](C)(C)C